2-({(2S)-2-amino-4-[{(1R)-1-[1-benzyl-4-(2,5-difluorophenyl)-1H-pyrrole-2-yl]-2,2-dimethylpropyl}(glycoloyl)amino]butanoyl}amino)-N-{2-[(bromoacetyl)amino]ethyl}cyclopentanecarboxamide N[C@H](C(=O)NC1C(CCC1)C(=O)NCCNC(CBr)=O)CCN(C(CO)=O)[C@H](C(C)(C)C)C=1N(C=C(C1)C1=C(C=CC(=C1)F)F)CC1=CC=CC=C1